ClC(C(=O)O[Si](C)(C)C)F trimethylsilyl chlorofluoroacetate